2-cinnamyl-1-phenyl-3-(o-tolyl)propane-1,3-dione C(C=CC1=CC=CC=C1)C(C(=O)C1=CC=CC=C1)C(=O)C1=C(C=CC=C1)C